N-(3-((2-((1-(2-(dimethylamino)ethyl)-1H-pyrazol-4-yl)amino)-5-(4-(trifluoromethyl)phenyl)pyrimidin-4-yl)amino)-4-fluorophenyl)acrylamide trifluoroacetate FC(C(=O)O)(F)F.CN(CCN1N=CC(=C1)NC1=NC=C(C(=N1)NC=1C=C(C=CC1F)NC(C=C)=O)C1=CC=C(C=C1)C(F)(F)F)C